(1R,3S,5R)-2-(2-methoxy-2-oxoacetyl)-2-azabicyclo[3.1.0]hexane-3-carboxylic acid COC(C(=O)N1[C@@H]2C[C@@H]2C[C@H]1C(=O)O)=O